tert-butyl ((R)-1-(3-fluoro-4-((R)-3-(4-fluorophenyl)pyrrolidine-1-carbonyl) phenoxy)-3-(2H-tetrazol-2-yl)propan-2-yl)carbamate FC=1C=C(OC[C@@H](CN2N=CN=N2)NC(OC(C)(C)C)=O)C=CC1C(=O)N1C[C@H](CC1)C1=CC=C(C=C1)F